methyl 2,4-dimethoxypyrimidine-5-carboxylate COC1=NC=C(C(=N1)OC)C(=O)OC